COCN(C1(NC(=NC(=N1)N(COC)COC)N(COC)COC)C=O)COC 2,4,6-tris[bis(methoxymethyl)amino]-1,3,5-triazineformaldehyde